C[Si](CCOCC=1NC=C(N1)C#N)(C)C (2-trimethylsilylethoxymethyl)imidazole-4-carbonitrile